FC(C=1C=C2C(=CN1)O[C@]1(CN([C@H](C1)C)CC1=CN=C(S1)NC(C)=O)C2)F N-(5-(((2R,5'S)-5-(Difluoromethyl)-5'-methyl-3H-spiro[furo[2,3-c]pyridine-2,3'-pyrrolidin]-1'-yl)methyl)thiazol-2-yl)acetamide